C\C(=C/CC=1C(C2=CC=CC=C2C(C1C)=O)=O)\CC\C=C(\CC\C=C(\CC\C=C(\CC\C=C(\CC\C=C(\CCC=C(C)C)/C)/C)/C)/C)/C 2-((2E,6E,10E,14E,18E,22E)-3,7,11,15,19,23,27-heptamethyloctacosa-2,6,10,14,18,22,26-heptaen-1-yl)-3-methylnaphthalene-1,4-dione